Methionine-13C5 N[13C@@H]([13CH2][13CH2]S[13CH3])[13C](=O)O